N-(5-(6-(4-(tert-butyl)-2-(2,5-dihydrofuran-3-yl)phenyl)-1-oxo-3,4-dihydroisoquinolin-2(1H)-yl)-2-((2-methoxyethoxy)methoxy)phenyl)methanesulfonamide C(C)(C)(C)C1=CC(=C(C=C1)C=1C=C2CCN(C(C2=CC1)=O)C=1C=CC(=C(C1)NS(=O)(=O)C)OCOCCOC)C=1COCC1